Naphthalene-2,6-diylbis(((2s,4r)-4-hydroxy-2-(3-(3-phenylpropyl)-1,2,4-oxadiazol-5-yl)pyrrolidin-1-yl)methanone) C1=C(C=CC2=CC(=CC=C12)C(=O)N1[C@@H](C[C@H](C1)O)C1=NC(=NO1)CCCC1=CC=CC=C1)C(=O)N1[C@@H](C[C@H](C1)O)C1=NC(=NO1)CCCC1=CC=CC=C1